FC1(CC(C1)NCCCCC(=O)O)F 5-[(3,3-difluorocyclobutyl)amino]pentanoic acid